4-(5-(5-Ethyl-4,5,6,7-tetrahydropyrazolo[1,5-a]pyrazin-2-ylamino)-1-methyl-6-oxo-1,6-dihydropyridin-3-yl)-2-(1-oxo-3,4,6,7,8,9-hexahydropyrido[3,4-b]indolizin-2(1H)-yl)nicotinaldehyde C(C)N1CC=2N(CC1)N=C(C2)NC2=CC(=CN(C2=O)C)C2=CC=NC(=C2C=O)N2C(C=1C=C3CCCCN3C1CC2)=O